1-((2SR,4aRS,8RS,8aRS)-4a,8-dimethyldecahydronaphthalen-2-yl)ethan-1-one tert-butyl-2-(1-bromo-2-oxoethyl)morpholine-4-carboxylate C(C)(C)(C)OC(=O)N1CC(OCC1)C(C=O)Br.C[C@]12CC[C@@H](C[C@@H]2[C@@H](CCC1)C)C(C)=O |r|